S1C=NC2=C1C=CC=C2C2CCN(CC2)C2=C(C(N(C1=CC=CC=C21)C)=O)C#N 4-[4-(1,3-benzothiazol-4-yl)piperidin-1-yl]-1-methyl-2-oxo-1,2-dihydroquinoline-3-carbonitrile